2-(2-(morpholinyl)ethoxy)-4-(3-chloro-4-(3-fluorobenzyloxy)phenylamino)pyrimidine N1(CCOCC1)CCOC1=NC=CC(=N1)NC1=CC(=C(C=C1)OCC1=CC(=CC=C1)F)Cl